1-(1-azidovinyl)-4-fluorobenzene N(=[N+]=[N-])C(=C)C1=CC=C(C=C1)F